Tri(nonyl-phenyl)phosphit C(CCCCCCCC)C1=C(C=CC=C1)OP(OC1=C(C=CC=C1)CCCCCCCCC)OC1=C(C=CC=C1)CCCCCCCCC